1-propionyl-piperidine-3-carboxamide C(CC)(=O)N1CC(CCC1)C(=O)N